ClC1=CC=C(C(=N1)N1CCOCC1)O[C@H](C)C=1C=C(C=C2C(C(=C(OC12)SCC)C)=O)C 8-[(1R)-1-[(6-Chloro-2-morpholino-3-pyridyl)oxy]ethyl]-2-ethylsulfanyl-3,6-dimethyl-chromen-4-one